2,4-dihydroxybenzenesulfonic acid OC1=C(C=CC(=C1)O)S(=O)(=O)O